2-Ethylsulfanyl-N-[(3-fluorophenyl)-methyl]-4-methyl-6-(methyl-tetrahydro-pyran-3-yl-amino)-pyridine-3-carboxylic acid amide C(C)SC1=NC(=CC(=C1C(=O)NCC1=CC(=CC=C1)F)C)N(C1COCCC1)C